CN1C[C@H](OCC1)[C@H](C)OC=1C=NC=CC1 3-({(1S)-1-[(2S)-4-methylmorpholin-2-yl]ethyl}oxy)pyridin